2-(2-methoxyethyl)-6-morpholino-2H-indazole-5-amine COCCN1N=C2C=C(C(=CC2=C1)N)N1CCOCC1